2-hydroxy-4-methoxy-4'-vinyl-benzophenone OC1=C(C(=O)C2=CC=C(C=C2)C=C)C=CC(=C1)OC